C[N+]1=CC=CC=C1/C=N/O.[Cl-] The molecule is a pyridinium salt and an organic chloride salt. It has a role as a cholinesterase reactivator and a cholinergic drug. It contains a pralidoxime.